FC1=C(C=CC=C1)C1=NCC=2N(C3=C1C=C(C=C3)C3=CC=CC=C3)N=C(C2)C(=O)O 6-(2-fluorophenyl)-8-phenyl-4H-pyrazolo[1,5-a][1,4]benzodiazepine-2-carboxylic acid